ClC=1C=C(CN2C[C@@]3([C@@H]([C@H]([C@H]([C@H](O3)CO)O)N3N=NC(=C3)C3=CC(=C(C(=C3)F)F)F)O)CCC2)C=CC1 (2r,3r,4s,5r,6r)-8-(3-chlorobenzyl)-2-(hydroxymethyl)-4-(4-(3,4,5-trifluorophenyl)-1H-1,2,3-triazol-1-yl)-1-oxa-8-azaspiro[5.5]undecane-3,5-diol